(R)-2-(1-(6-methoxy-5-(trifluoromethyl)pyridin-3-yl)ethoxy)isoindoline-1,3-dione COC1=C(C=C(C=N1)[C@@H](C)ON1C(C2=CC=CC=C2C1=O)=O)C(F)(F)F